2-(4,4,5,5-tetramethyl-1,3,2-dioxaborolan-2-yl)-4-(trifluoromethyl)benzaldehyde CC1(OB(OC1(C)C)C1=C(C=O)C=CC(=C1)C(F)(F)F)C